3-(2-((Methylthio)methoxy)-2,2-diphenylacetoxy)spiro[bicyclo[3.2.1]octane-8,1'-pyrrolidin]-8-ium chloride [Cl-].CSCOC(C(=O)OC1CC2CCC(C1)[N+]21CCCC1)(C1=CC=CC=C1)C1=CC=CC=C1